NCCNCCC[Si](OCC)(OCC)C (2-Aminoethyl)Aminopropylmethyldiethoxysilane